2-({4-[1-(2,3-dimethylphenyl)ethyl]-1H-imidazole-1-carbonyl}amino)ethyl 2-methylprop-2-enoate CC(C(=O)OCCNC(=O)N1C=NC(=C1)C(C)C1=C(C(=CC=C1)C)C)=C